(S)-8-(2-chloro-5-fluorophenyl)-1-(5-fluoro-1H-indole-1-carboxamido)-N-methyl-6-oxo-5,6,7,8-tetrahydroimidazo[1,5-a]pyrazine-3-carboxamide ClC1=C(C=C(C=C1)F)[C@H]1C=2N(CC(N1)=O)C(=NC2NC(=O)N2C=CC1=CC(=CC=C21)F)C(=O)NC